4-Hydroxymethyl-1,3-dioxolan-2-on OCC1OC(OC1)=O